N-{3-[(6-chloro-4-hydroxy-3,4-dihydro-2H-1-benzopyran-2-carbonyl)amino]bicyclo[1.1.1]pentan-1-yl}-5-(difluoromethyl)pyrazine-2-carboxamide ClC=1C=CC2=C(C(CC(O2)C(=O)NC23CC(C2)(C3)NC(=O)C3=NC=C(N=C3)C(F)F)O)C1